C1=CC=C(C(=C1)C2=CC=CS2)C(=O)/C=C/C3=CC(=C(C=C3)O)O 3-(3,4-Dihydroxy-phenyl)-1-(2-thiophen-2-yl-phenyl)-propenone